3-fluoro-2-hydroxy-4-[(4-methoxyphenyl)methoxy]benzaldehyde FC=1C(=C(C=O)C=CC1OCC1=CC=C(C=C1)OC)O